4-(trifluoromethylphenyl)-1H-indazol-3-amine FC(F)(F)C1=C(C=CC=C1)C1=C2C(=NNC2=CC=C1)N